C(C)(C)(C)OC(=O)[C@@H]1CCCC=2N1C(N(N2)[C@H](C)C2=CC=C(C=C2)C)=O |&1:16| tert-Butyl-(5S)-2-[(1RS)-1-(4-methylphenyl)ethyl]-3-oxo-2,3,5,6,7,8-hexahydro[1,2,4]triazolo[4,3-a]pyridine-5-carboxylate